O[C@@H]1CN(CC[C@@]12NCC1=CC=CC=C1C2)C(=O)C=2N=C1N(C=C(C=N1)C1=CC=NN1C)C2 [(3R,3'R)-3'-hydroxy-1,4-dihydro-1'H,2H-spiro[isoquinoline-3,4'-piperidin]-1'-yl][6-(1-methyl-1H-pyrazol-5-yl)imidazo[1,2-a]pyrimidin-2-yl]methanone